3-(3-(methoxy-d3)isoxazol-5-yl)propanoic acid C(OC1=NOC(=C1)CCC(=O)O)([2H])([2H])[2H]